N-(4-(5-cyanothiophen-2-yl)quinolin-8-yl)-6-isopropoxynicotinamide C(#N)C1=CC=C(S1)C1=CC=NC2=C(C=CC=C12)NC(C1=CN=C(C=C1)OC(C)C)=O